FC(C(=O)NC1C(C2CCC1C2)C(=O)N)(F)F 3-(2,2,2-trifluoroacetamido)bicyclo[2.2.1]heptane-2-carboxamide